N1[C@@H](CCC1)C(=O)N1[C@@H](C[C@@H](O)C1)C(=O)O prolyl-hydroxyproline